CN(CCNC)CC=1C(=NNC1)C1CCC(CC1)O 4-[4-([methyl-[2-(methylamino)ethyl]amino]methyl)-1H-pyrazol-3-yl]cyclohexan-1-ol